Perfluoroheptyl-sulfonate FC(C(C(C(C(C(C(F)(F)F)(F)F)(F)F)(F)F)(F)F)(F)F)(S(=O)(=O)[O-])F